N-(1-(7-(2,5-Dimethylfuran-3-yl)quinolin-5-yl)cyclopropyl)-2-methyl-5-((1-methylazetidin-2-yl)methoxy)benzamide CC=1OC(=CC1C1=CC(=C2C=CC=NC2=C1)C1(CC1)NC(C1=C(C=CC(=C1)OCC1N(CC1)C)C)=O)C